bis[(R)-4-isopropyl-4,5-dihydrooxazol-2-yl]methane C(C)(C)[C@H]1N=C(OC1)CC=1OC[C@H](N1)C(C)C